C1(=CC=CC=C1)S(=O)(=O)N1C=C(C=2C1=NC=CC2)C=2SC=C(N2)C=2C=C(C=CC2)C2(CCC1=C2N=CS1)O 4-(3-(2-(1-(phenylsulfonyl)-1H-pyrrolo[2,3-b]pyridin-3-yl)thiazol-4-yl)phenyl)-5,6-dihydro-4H-cyclopenta[d]thiazol-4-ol